C(C1=CC=C(C=C1)S(=O)(=O)CC(CC(C)C)=O)C1=CC=C(C=C1)S(=O)(=O)CC(CC(C)C)=O 4'-(methylenebis(4,1-phenylenesulfonyl))bis(4-methylpentan-2-one)